NC=1C2=C(N=CN1)N(C=C2C(F)(F)F)[C@@H]2O[C@@H]([C@H]([C@H]2O)O)[C@H](O)C2=CC=1CCC1C=C2 (2R,3R,4S,5R)-2-(4-amino-5-(trifluoromethyl)-7H-pyrrolo[2,3-d]pyrimidin-7-yl)-5-((R)-bicyclo[4.2.0]octa-1(6),2,4-trien-3-yl(hydroxy)methyl)tetrahydrofuran-3,4-diol